4-((4-(((adamantan-1-yl)amino)methyl)benzyl)thio)-2-(2,6-dioxopiperidin-3-yl)-6-fluoroisoindoline-1,3-dione C12(CC3CC(CC(C1)C3)C2)NCC2=CC=C(CSC3=C1C(N(C(C1=CC(=C3)F)=O)C3C(NC(CC3)=O)=O)=O)C=C2